C(C1=CC=CC=C1)N1C=CC2=CC=C(C=C12)C1=NNC(=C1)C1(CC=C(C=C1)NC1CCN(CC1)C)N 1-(3-(1-benzyl-1H-indol-6-yl)-1H-pyrazol-5-yl)-N4-(1-methylpiperidin-4-yl)benzene-1,4-diamine